fluorophosphoryl-propanesultone FP(=O)=C1CCOS1(=O)=O